N-cyclohexyl-N,N-diethylamine C1(CCCCC1)N(CC)CC